N[C@@H](CO)CCC (R)-2-Amino-1-pentanol